4-methylcyclohexyl-methyl-dimethoxysilane CC1CCC(CC1)[Si](OC)(OC)C